(R)-2-(3-fluoro-2-methoxy-5-(4-methyltetrahydro-2H-pyran-4-yl)phenyl)-2-((R)-3-(methyl(5-(5,6,7,8-tetrahydro-1,8-naphthyridin-2-yl)pentyl)amino)pyrrolidin-1-yl)acetic acid FC=1C(=C(C=C(C1)C1(CCOCC1)C)[C@H](C(=O)O)N1C[C@@H](CC1)N(CCCCCC1=NC=2NCCCC2C=C1)C)OC